ClC1=C(OCC(=O)OCCCCCCCC)C=CC(=C1)Cl octyl (2,4-dichlorophenoxy)acetate